N-(adamantan-1-yl)-7-((2-(2,6-dioxopiperidin-3-yl)-1-oxoisoindolin-4-yl)oxy)heptanamide C12(CC3CC(CC(C1)C3)C2)NC(CCCCCCOC2=C3CN(C(C3=CC=C2)=O)C2C(NC(CC2)=O)=O)=O